N-(4,4-difluoropyrrolidin-3-yl)acetamide FC1(C(CNC1)NC(C)=O)F